ClC1=NC=C(C(=C1)S(=O)(=O)N(C)C)C 2-chloro-N,N,5-trimethyl-pyridine-4-sulfonamide